1-(3-chloro-4-fluorophenyl)-1-(3-(trifluoromethyl)cyclobutyl)ethan-1-amine ClC=1C=C(C=CC1F)C(C)(N)C1CC(C1)C(F)(F)F